(S)-N-(5-(2-(2-aminopyridin-3-yl)-7-methyl-5-(1H-pyrazol-1-yl)-3H-imidazo[4,5-b]pyridin-3-yl)-2,3-dihydro-1H-inden-1-yl)-3-(formyl-d)-4-hydroxybenzamide NC1=NC=CC=C1C1=NC=2C(=NC(=CC2C)N2N=CC=C2)N1C=1C=C2CC[C@@H](C2=CC1)NC(C1=CC(=C(C=C1)O)C(=O)[2H])=O